C1(=CC=CC2=CC=CC=C12)N(C1=CC=C(C=C1)C1=CC=C(N(C2=CC=CC=C2)C2=CC=CC3=CC=CC=C23)C=C1)C1=CC=CC=C1 N,N'-di(naphthalen-1-yl)-N,N'-diphenyl-benzidine